BrC1=CC2=C(NC(C3N(C2=O)CCN(C3)C(COC3=CC(=C(C=C3)F)[N+](=O)[O-])=O)=O)C=C1 8-bromo-2-(2-(4-fluoro-3-nitrophenoxy)acetyl)-1,3,4,12a-tetrahydrobenzo[e]pyrazino[1,2-a][1,4]diazepine-6,12(2H,11H)-dione